ClC=1C(=NC=CC1C1=NC(=C(C=C1)CNCC1CCC(N1)=O)OC)C1=C(C(=CC=C1)NC1=NC=CC(=C1OC)CNCCO)Cl 5-((((3'-chloro-2'-(2-chloro-3-((4-(((2-hydroxyethyl)amino)methyl)-3-methoxypyridin-2-yl)amino)phenyl)-6-methoxy-[2,4'-bipyridin]-5-yl)methyl)amino)methyl)pyrrolidin-2-one